1-iodo-3-methyl-2-((1r,4r)-4-(1-methylcyclopropoxy)cyclohexyl)benzene IC1=C(C(=CC=C1)C)C1CCC(CC1)OC1(CC1)C